(1r,4r)-4-(3-chloroanilino)-2'-[2-(pyridin-2-yl)ethyl]spiro[cyclohexane-1,1'-indene]-4-carboxylic acid ClC=1C=C(NC2(CCC3(C(=CC4=CC=CC=C34)CCC3=NC=CC=C3)CC2)C(=O)O)C=CC1